1-(2-(4-(2,3-Dimethylphenyl)piperazin-1-yl)-2-oxoethyl)-1,4,5,6-tetrahydrocyclopenta[c]pyrazol CC1=C(C=CC=C1C)N1CCN(CC1)C(CN1N=CC2=C1CCC2)=O